3-[[1-(3-bromophenyl)-3,3-difluoro-cyclobutyl]methyl]-4-methyl-1,2,4-triazole BrC=1C=C(C=CC1)C1(CC(C1)(F)F)CC1=NN=CN1C